C1(CCCC1)CC1N(C(OC1)=O)C=1C=C(C2=C(N=C(N=C2)S(=O)C)N1)C#C[Si](C(C)C)(C(C)C)C(C)C 4-(Cyclopentylmethyl)-3-{2-methanesulfinyl-5-[2-(triisopropylsilyl)ethynyl]pyrido[2,3-d]pyrimidin-7-yl}-1,3-oxazolidin-2-one